NC=1OC2=C(N1)C=C(C=C2)C=2C=C1C(=NC=NC1=CC2)N[C@H](C(=O)N)C (S)-2-((6-(2-aminobenzo[d]oxazol-5-yl)quinazolin-4-yl)amino)propanamide